oxalyl-diamide C(C(=O)[NH-])(=O)[NH-]